N-(3-((4S,5R)-7-ethyl-3-methyl-6-oxo-1-phenyl-5-(3-(trifluoromethyl)benzamido)-4,5,6,7-tetrahydro-1H-pyrazolo[3,4-b]pyridin-4-yl)benzyl)-1-methyl-2,5-dihydro-1H-pyrrole-3-carboxamide C(C)N1C2=C([C@@H]([C@H](C1=O)NC(C1=CC(=CC=C1)C(F)(F)F)=O)C=1C=C(CNC(=O)C=3CN(CC3)C)C=CC1)C(=NN2C2=CC=CC=C2)C